5-(4-((cyclopropyl(5-(trifluoromethyl)pyridin-2-yl)amino)methyl)-2-fluoro-6-hydroxyphenyl)-1,2,5-thiadiazolidin-3-one 1,1-dioxide C1(CC1)N(C1=NC=C(C=C1)C(F)(F)F)CC1=CC(=C(C(=C1)O)N1CC(NS1(=O)=O)=O)F